2-isopropenyl-3,3-dimethylpent-4-enal C(=C)(C)C(C=O)C(C=C)(C)C